NCCNC(CCCC[C@@H]1SCC2NC(NC21)=O)=O N-(2-aminoethyl)-5-((4S)-2-oxohexahydro-1H-thieno[3,4-d]imidazol-4-yl)pentanamide